C(CCCCC)C(C(=O)OCCCCCCN(CCCCCCC(C(=O)[O-])(C(=O)[O-])C)CCCO)CCCCCCCC 2-(6-((6-((2-hexyldecanoyl)oxy)hexyl)(3-hydroxypropyl)amino)hexyl)-2-methylmalonate